ClC1=C(C=CC(=C1)OC(F)(F)F)NC(CI)=O N-(2-chloro-4-(trifluoromethoxy)phenyl)-2-iodoacetamide